N=1SN=C2C1C=CC(=C2)C=CC(=O)C2=CC=C(C=C2)Cl 3-(benzo[c][1,2,5]thiadiazol-5-yl)-1-(4-chlorophenyl)prop-2-en-1-one